[4-(3-Fluoro-2-methylbenzylamino)-2-isopropoxyphenyl]-carbamic acid ethyl ester C(C)OC(NC1=C(C=C(C=C1)NCC1=C(C(=CC=C1)F)C)OC(C)C)=O